C(C=C)(=O)N1CC(OCC1)CNC1=C2C(=NC=C1C(=O)N)NC=C2 4-(((4-acryloylmorpholin-2-yl)methyl)amino)-1H-pyrrolo[2,3-b]pyridine-5-carboxamide